C(C)(C)(C)OC(C1=C(C(=CC=C1)CBr)OC(=O)OC(C)(C)C)=O (bromomethyl)-2-((tert-butoxycarbonyl)oxy)benzoic acid tert-butyl ester